3-trifluoromethyl-phenyl-boric acid FC(C=1C=C(C=CC1)OB(O)O)(F)F